FC(CN1CCC(CC1)C(=O)O)(F)F 1-(2,2,2-trifluoroethyl)piperidine-4-carboxylic acid